ClC=1C=C(C=C(C1OC1=NC=C(C(=C1)SC)OC)Cl)N1N=C(C(NC1=O)=O)C(F)F 2-[3,5-dichloro-4-[(5-methoxy-4-methylsulfanyl-2-pyridinyl)oxy]phenyl]-6-(difluoromethyl)-1,2,4-triazine-3,5-dione